tert-Butyl (2S,4R)-4-[tert-butyl (dimethyl)silyl]oxy-2-[1-[2-[4-(4-methylthiazol-5-yl)phenyl]ethyl]imidazol-2-yl]pyrrolidine-1-carboxylate [Si](C)(C)(C(C)(C)C)O[C@@H]1C[C@H](N(C1)C(=O)OC(C)(C)C)C=1N(C=CN1)CCC1=CC=C(C=C1)C1=C(N=CS1)C